(1R,5S,8s)-3-(4-(5-methyl-2-((2-methyl-4-(piperidine-1-carbonyl)benzyl)oxy)phenyl)thiazol-2-yl)-3-azabicyclo[3.2.1]octane-8-carboxylic acid CC=1C=CC(=C(C1)C=1N=C(SC1)N1C[C@@H]2CC[C@H](C1)C2C(=O)O)OCC2=C(C=C(C=C2)C(=O)N2CCCCC2)C